Tert-butyl 4-[3-(5-methyl-1,3-thiazol-2-yl)-5-({(1R)-1-[6-(trifluoromethyl) pyridazin-3-yl]ethyl}carbamoyl) phenoxy]piperidine-1-carboxylate CC1=CN=C(S1)C=1C=C(OC2CCN(CC2)C(=O)OC(C)(C)C)C=C(C1)C(N[C@H](C)C=1N=NC(=CC1)C(F)(F)F)=O